N[C@@H]1CN(CCC1(F)F)C1=NC2=C(N1CC=1N=CC(=NC1)C#N)C=CC(=C2)Cl (R)-5-((2-(3-amino-4,4-difluoropiperidin-1-yl)-5-chloro-1H-benzo[d]imidazol-1-yl)methyl)pyrazine-2-carbonitrile